1-(1-(pent-4-en-1-yl)-1H-indol-3-yl)ethan-1-one (E)-ethyl-3-(3-(3-methyloxetan-3-yl)-1,2,4-oxadiazol-5-yl)acrylate C(C)OC(\C=C\C1=NC(=NO1)C1(COC1)C)=O.C(CCC=C)N1C=C(C2=CC=CC=C12)C(C)=O